FC(N1C(=NC2=C1C=CC=C2)C2CCN(CC2)C(=O)N2CC=1N(CC2)C(=NC1)C1=CC(=CC=C1)F)F (4-(1-(difluoromethyl)-1H-benzo[d]imidazol-2-yl)piperidin-1-yl)(3-(3-fluorophenyl)-5,6-dihydroimidazo[1,5-a]pyrazin-7(8H)-yl)methanone